[N+](=O)([O-])C1=CC=C(C=C1)/C=C/C(=O)C1=CC=CC=C1 (E)-3-(4-Nitrophenyl)-1-phenylprop-2-en-1-one